BrCC1=C(C=C(C=C1)CCCC(C)(C)C)O 2-(bromomethyl)-5-(4,4-dimethylpentyl)phenol